C(C)NC1=C(C(=C(C(=C1)F)I)F)[N+](=O)[O-] n-ethyl-3,5-difluoro-4-iodo-2-nitroaniline